tert-butyl (S)-4-(6,7-dichloro-1-(4,6-diisopropylpyrimidin-5-yl)-2-oxo-1,2-dihydropyrido[2,3-d]pyrimidin-4-yl)-3-methylpiperazine-1-carboxylate ClC1=CC2=C(N(C(N=C2N2[C@H](CN(CC2)C(=O)OC(C)(C)C)C)=O)C=2C(=NC=NC2C(C)C)C(C)C)N=C1Cl